tert-butyl (3R)-3-[(R)-[2-(3-bromophenyl)ethoxy](phenyl)methyl]-4-[(4-methoxyphenyl)methyl]-2H,3H-pyrido[2,3-b]pyrazine-1-carboxylate BrC=1C=C(C=CC1)CCO[C@@H]([C@H]1CN(C2=C(N1CC1=CC=C(C=C1)OC)N=CC=C2)C(=O)OC(C)(C)C)C2=CC=CC=C2